ClC1=C(C=C(C=C1)C(=O)N1CCC(CC1)CN1CCC(CC1)OC1=C(C=C(C=C1OC)C1=CN(C(C2=CN=CC=C12)=O)C)OC)N1C(NC(CC1)=O)=O 1-(2-Chloro-5-(4-((4-(2,6-dimethoxy-4-(2-methyl-1-oxo-1,2-dihydro-2,7-naphthyridin-4-yl)phenoxy)piperidin-1-yl)methyl)piperidine-1-carbonyl)phenyl)dihydropyrimidine-2,4(1H,3H)-dione